CC1=C(C=C(C(=O)NCC2=NC=C3C=CC(=NC3=C2)C=2C=C(C3=C(CCO3)C2)C2=CC=NC=C2)C=C1)S(=O)(=O)C 4-methyl-3-(methylsulfonyl)-N-((2-(7-(pyridin-4-yl)-2,3-dihydrobenzofuran-5-yl)-1,6-naphthyridin-7-yl)methyl)benzamide